(5S)-2-[1-(difluoromethyl)-1H-pyrazole-3-carbonyl]-9,9-dimethyl-8-oxo-2-azaspiro[4.5]dec-6-ene-7-carbonitrile FC(N1N=C(C=C1)C(=O)N1C[C@@]2(CC1)C=C(C(C(C2)(C)C)=O)C#N)F